COC1=CC=C(N=N1)C=1C=CC2=C(N=C(O2)C=2C=NC=CC2)C1 5-(6-methoxypyridazin-3-yl)-2-(pyridin-3-yl)-1,3-benzoxazole